3-hydroxypropyl α-chloroacrylate ClC(C(=O)OCCCO)=C